FC1(C[C@H](CC1)[C@H](C(=O)NC=1SC2=C(N1)CCOC2)C2=CC=C(C=C2)C=2N=NN(N2)C)F (S)-2-((S)-3,3-Difluorocyclopentyl)-N-(6,7-dihydro-4H-pyrano[4,3-d]thiazol-2-yl)-2-(4-(2-methyl-2H-tetrazol-5-yl)phenyl)acetamide